9-benzyl-8-hydroxy-2-(2-methoxy-ethoxy)adenine tert-butyl-3-fluoro-4-hydroxypyrrolidine-1-carboxylate C(C)(C)(C)C1N(CC(C1F)O)C(=O)O.C(C1=CC=CC=C1)N1C2=NC(=NC(=C2N=C1O)N)OCCOC